NC1=C(C=C(C=N1)C=1C(=NC=CC1)F)C(=O)N[C@@H]1[C@H](CCC1)OCC1=CC=C(C=C1)C1=CC=2CCCC(C2C=C1)N1CCN(CC1)CCO 6-amino-2'-fluoro-N-{(1S,2S)-2-[(4-{5-[4-(2-hydroxyethyl)piperazin-1-yl]-5,6,7,8-tetrahydronaphthalen-2-yl}phenyl)methoxy]cyclopentyl}[3,3'-bipyridine]-5-carboxamide